F[C@@H](CN(CC[C@@H](C(=O)O)NC1=NC2=CC=CC=C2N=C1)CCCCC1=NC=2NCCCC2C=C1)COC (S)-4-(((S)-2-fluoro-3-methoxypropyl)(4-(5,6,7,8-tetrahydro-1,8-naphthyridin-2-yl)butyl)amino)-2-(quinoxalin-2-ylamino)butanoic acid